2-methoxyethyl 6-(1-(4-bromobenzamido)ethyl)-3,4-dihydro-1,5-naphthyridine-1(2H)-carboxylate BrC1=CC=C(C(=O)NC(C)C=2N=C3CCCN(C3=CC2)C(=O)OCCOC)C=C1